NCCCN(CCCN)CCC N,N-bisaminopropyl-Propylamine